(hydroxymethyl)pyrrolidine OCN1CCCC1